2-[6-(3,4-Difluorophenyl)pyrazolo[4,3-b]pyridin-1-yl]-1-(3-fluoroazetidin-1-yl)ethanone FC=1C=C(C=CC1F)C=1C=C2C(=NC1)C=NN2CC(=O)N2CC(C2)F